O1C(CC1)CN1NC(C2=CC=C(C=C12)C(=O)O)=O 1-((oxetan-2-yl)methyl)-3-oxo-2,3-dihydro-1H-indazole-6-carboxylic acid